4-(((6-bromopyridin-2-yl)oxy)methyl)-3-methoxybenzonitrile BrC1=CC=CC(=N1)OCC1=C(C=C(C#N)C=C1)OC